2-((5-amino-7-(3-cyanophenyl)-8-(2-methoxy-6-methylpyridin-4-yl)-[1,2,4]triazolo[1,5-c]pyrimidin-2-yl)methoxy)nicotinonitrile NC1=NC(=C(C=2N1N=C(N2)COC2=C(C#N)C=CC=N2)C2=CC(=NC(=C2)C)OC)C2=CC(=CC=C2)C#N